FC1=C(C=CC=C1)S(=O)(=O)NCC=1C=NN(C1)C1=CC=C(C=C1)C1=NOC(=N1)C(F)(F)F 2-fluoro-N-((1-(4-(5-(trifluoromethyl)-1,2,4-oxadiazol-3-yl)phenyl)-1H-pyrazol-4-yl)methyl)benzenesulfonamide